CS(=O)(=O)NC(C)=O N-(methylsulfonyl)-acetamide